ClC1=C(C=CC=C1)N1C=2N(C3=C(C1=O)C=NC(=N3)NC3=CC=C(C=C3)N3CCN(CC3)CCCN(C)C)C=CN2 6-(2-chlorophenyl)-2-[(4-{4-[3-(dimethylamino)propyl]piperazin-1-yl}phenyl)amino]imidazo[1,2-a]pyrimido[5,4-e]pyrimidin-5(6H)-one